3-(2-chloro-3,6-difluoro-benzyloxy)-5-(3-pyrrolidin-1-ylmethyl-1H-indol-5-yl)-pyrazin-2-ylamine ClC1=C(COC=2C(=NC=C(N2)C=2C=C3C(=CNC3=CC2)CN2CCCC2)N)C(=CC=C1F)F